O=C1NC(CCC1NC1=CC=C(CN2CCC(CC2)C2=CC(=C(C=C2C)NC2=NC=C(C(=C2)NC2=C(C(=O)NC)C=CC=C2)C(F)(F)F)OC(C)C)C=C1)=O 2-((2-((4-(1-(4-((2,6-dioxopiperidin-3-yl)amino)benzyl)piperidin-4-yl)-2-isopropoxy-5-methylphenyl)amino)-5-(trifluoromethyl)pyridin-4-yl)amino)-N-methylbenzamide